C(C)(C)C1=CC=C(C=C1)C1=C(C(=CC(=C1)C1=CC=C(C=C1)C(C)C)C1=CC=C(C=C1)C(C)C)N1C(=NC=C1)C1=CC=C(C=C1)F N-(2,4,6-tris(4-isopropylphenyl)phenyl)-2-(4-fluorophenyl)imidazole